C(C)N(CC)CCC[Si](OCC)(OCC)OCC N,N-diethyl-3-(triethoxysilyl)propylamine